3-{4-[(1-isobutyl-1H-pyrazol-5-yl)methyl]phenyl}-5-(trifluoromethyl)-4,5-dihydro-1,2-oxazol-5-ol C(C(C)C)N1N=CC=C1CC1=CC=C(C=C1)C1=NOC(C1)(O)C(F)(F)F